C(=O)C=1C=CC(=C(C(=O)OC(C)(C)C)C1)O tert-butyl 5-formyl-2-hydroxy-benzoate